2'-chloro-4'-(((R)-tetrahydrofuran-2-yl)methoxy)-4,5,5',6'-tetrahydro-2H-spiro[furan-3,8'-pyrano[3,4-b]pyridine] ClC1=CC(=C2C(=N1)C1(OCC2)COCC1)OC[C@@H]1OCCC1